2-((2,5-dioxo-2,5-dihydro-1H-pyrrol-1-yl)methyl)-1,3-dioxane-5-carboxylic acid O=C1N(C(C=C1)=O)CC1OCC(CO1)C(=O)O